2-(imidazol-1-yl)-N-[(trans)-4-(methylcarbamoyl)cyclohexyl]-5,6,7,8-tetrahydroquinazoline-4-carboxamide N1(C=NC=C1)C1=NC=2CCCCC2C(=N1)C(=O)N[C@@H]1CC[C@H](CC1)C(NC)=O